ClC=1C(=NC(=NC1)F)NC1=CC=CC=2N(C(N(C21)CCC(C)(C)O)=O)C ((5-chloro-2-fluoropyrimidin-4-yl)amino)-3-(3-hydroxy-3-methylbutyl)-1-methyl-1,3-dihydro-2H-benzo[d]imidazol-2-one